6-fluoro-1,2-diazin-3-amine FC1=CC=C(N=N1)N